(S)-N-((R)-1-(6-(4-fluoro-1H-pyrazol-1-yl)pyridin-3-yl)ethyl)-2-methylpropane-2-sulfinamide FC=1C=NN(C1)C1=CC=C(C=N1)[C@@H](C)N[S@@](=O)C(C)(C)C